[N-]=[N+]=[N-].N(=[N+]=[N-])CCOCCOCCOCCN 11-Azido-3,6,9-trioxaundecan-1-amine azide